(E)-1,2-dibromo-3-trimethylsilyloxyprop-1-ene Br\C=C(/CO[Si](C)(C)C)\Br